ClC=1C=C2C(=NC(=NC2=CC1)NC1=CC(=C(C=C1)F)F)NC1CCNCC1 6-chloro-N2-(3,4-difluorophenyl)-N4-(piperidin-4-yl)quinazoline-2,4-diamine